CCCCCC Hexyl hydride